tert-butyl 2-phenyl-3,6-dihydro-2H-pyridine-1-carboxylate C1(=CC=CC=C1)C1N(CC=CC1)C(=O)OC(C)(C)C